1-(((S)-10-Methoxy-7-((2S,4R)-4-(methylamino)-2-phenylpiperidine-1-carbonyl)-7-azaspiro[4.5]decan-10-yl)methyl)-4-phenylpyridin-2(1H)-one CO[C@]1(CCN(CC12CCCC2)C(=O)N2[C@@H](C[C@@H](CC2)NC)C2=CC=CC=C2)CN2C(C=C(C=C2)C2=CC=CC=C2)=O